N1C(=NC2=C1C=CC=C2)CSC2=NC1=NC=CN=C1C(N2C2=CC=C(C=C2)S(=O)(=O)C)=O 2-(((1H-Benzo[d]imidazol-2-yl)methyl)thio)-3-(4-(methylsulfonyl)phenyl)pteridin-4(3H)-one